Anhydromannitol C1[C@H]([C@H]([C@H](O1)[C@@H](CO)O)O)O